tetradecyl 3-((4-((4-dodecylphenyl)amino)-4-iminobutyl)thio)propanoate C(CCCCCCCCCCC)C1=CC=C(C=C1)NC(CCCSCCC(=O)OCCCCCCCCCCCCCC)=N